3-(5-methyl-1,3,4-thiadiazol-2-yl)-1H-benzimidazol-2-one CC1=NN=C(S1)N1C(NC2=C1C=CC=C2)=O